3-(3,4-difluoro-2-methoxy-phenoxy)-5,6-dimethyl-N-(3-methylsulfanylphenyl)pyridazine-4-carboxamide FC=1C(=C(OC=2N=NC(=C(C2C(=O)NC2=CC(=CC=C2)SC)C)C)C=CC1F)OC